C(C)(C)(C)OC(CCCCCCCCCCCCCCCCC(=O)NS(=O)(=O)CCCC(=O)O)=O 4-(N-(18-(tert-butoxy)-18-oxostearoyl)sulfamoyl)butyric acid